4-[2-(5-fluoro-2-{3-[(methylamino)methyl]-[1,2,4]triazolo[4,3-a]pyridin-6-yl}phenoxy)ethyl]-N,N,1,5-tetramethyl-1H-pyrazole-3-carboxamide FC=1C=CC(=C(OCCC=2C(=NN(C2C)C)C(=O)N(C)C)C1)C=1C=CC=2N(C1)C(=NN2)CNC